FC1=CC(=CC2=CN(N=C12)C1CCNCC1)C=1N=C(C=2N(C1)C=C(N2)C)C 6-[7-fluoro-2-(4-piperidinyl)indazol-5-yl]-2,8-dimethyl-imidazo[1,2-a]pyrazine